N1N=NC2=C1C=CC(=C2)C=O 1H-benzo[d][1,2,3]triazol-5-carbaldehyde